6-(4-methylpiperazin-1-yl)pyridazin-3-amine CN1CCN(CC1)C1=CC=C(N=N1)N